5-(2-bromopropanoyl)-7-chloro-3,3-dimethyl-2,3-dihydro-1H-isoindol-1-one BrC(C(=O)C=1C=C2C(NC(C2=C(C1)Cl)=O)(C)C)C